N-(dimethylaminoethyl)urea CN(C)CCNC(=O)N